methyl (2,5-dioxopyrrolidin-1-yl) carbonate C(OC)(ON1C(CCC1=O)=O)=O